3,3'-octamethylenebis(5-hydroxy-1,2,4-triazole) OC1=NC(=NN1)CCCCCCCCC1=NNC(=N1)O